C(CCCCCCCCCCC)OCCOCCO Diethylene glycol lauryl ether